isooctyl phosphate octadecylamine salt C(CCCCCCCCCCCCCCCCC)N.P(=O)(OCCCCCC(C)C)(O)O